CC(C(=O)N1C[C@H](NCC1)C)(C)NC(OC(C)(C)C)=O tert-butyl (R)-(2-methyl-1-(3-methylpiperazin-1-yl)-1-oxopropan-2-yl)carbamate